ClC1=C(C=C(C=C1)NC(=O)NC1=C(C=CC=C1)\N=N\C1=CC=CC=C1)C(F)(F)F (E)-1-[4-chloro-3-(trifluoromethyl)phenyl]-3-[2-(phenyldiazenyl)phenyl]urea